[Cl-].C(C)(C)C1=C(C(=CC=C1)C(C)C)N1C=[N+](C(=C1C)C)CC1=CC=CC=C1 1-(2,6-diisopropylphenyl)-4,5-dimethyl-3-benzyl-1H-imidazol-3-ium chloride